NC(C(CO)C)O Amino-2-methyl-1,3-propanediol